2-((2-((4-(((1-(2-(2,6-Dioxopiperidin-3-yl)-1,3-dioxoisoindolin-5-yl)piperidin-4-yl)amino)methyl)-3-fluorophenyl)amino)-5-(trifluoromethyl)pyridin-4-yl)amino)-N-methyl-benzamide O=C1NC(CCC1N1C(C2=CC=C(C=C2C1=O)N1CCC(CC1)NCC1=C(C=C(C=C1)NC1=NC=C(C(=C1)NC1=C(C(=O)NC)C=CC=C1)C(F)(F)F)F)=O)=O